(rac)-2'-[6-amino-5-(methylcarbamoyl)pyridin-3-yl]-N-ethyl-5',6'-dihydrospiro[pyrrolidine-3,4'-pyrrolo[1,2-b]pyrazole]-1-carboxamide NC1=C(C=C(C=N1)C=1C=C2N(N1)CC[C@]21CN(CC1)C(=O)NCC)C(NC)=O |r|